butyl-phenyl-2-methyl-pentanol C(CCC)C(C(CCC)C)(O)C1=CC=CC=C1